NC1=C2C(=NC=N1)N(N=C2C2=CC=C(C=C2)OC2=CC=CC=C2)[C@H]2CN(CCC2)C(=O)C=2C=NN(C2)C2CC1(C2)CCNCC1 [(3R)-3-[4-amino-3-(4-phenoxyphenyl)pyrazolo[3,4-d]pyrimidin-1-yl]-1-piperidyl]-[1-(7-azaspiro[3.5]nonan-2-yl)pyrazol-4-yl]methanone